(4aS,7aS,12bS)-3-(cyclopropylmethyl)-4a-hydroxy-7-methylene-2,3,4,4a,5,6,7,7a-octahydro-1H-4,12-methanobenzofuro[3,2-e]isoquinolin-9-yl icosanoate C(CCCCCCCCCCCCCCCCCCC)(=O)OC1=CC=C2C3=C1O[C@@H]1[C@]34CCN(C([C@@]4(CCC1=C)O)C2)CC2CC2